O(Cl)Cl.[Sn] tin oxychloride